1-(benzo[c][1,2,5]thiadiazol-4-ylmethyl)-3-methylurea N=1SN=C2C1C=CC=C2CNC(=O)NC